FC=1C(=CC(=C(C1)C=1NC2=CC=NC=C2C(C1OC)=O)OC1=C(C(=C(C=C1)F)OC)OC)C(F)(F)F 2-[5-fluoro-2-(4-fluoro-2,3-dimethoxy-phenoxy)-4-(trifluoromethyl)phenyl]-3-methoxy-1H-1,6-naphthyridin-4-one